2-bromo-6-((1-ethylpiperidin-4-ylidene)fluoromethyl)pyridine BrC1=NC(=CC=C1)C(F)=C1CCN(CC1)CC